F[C@H]1[C@H](C[C@@]2(CC[C@H]1N2)C)OC2=NN=C(S2)C2=C(C=C(C=C2)C2=NC=NC(=N2)OC)O 2-(5-(((1S,3S,4R,5R)-4-fluoro-1-methyl-8-azabicyclo[3.2.1]octan-3-yl)oxy)-1,3,4-thiadiazol-2-yl)-5-(4-methoxy-1,3,5-triazin-2-yl)phenol